C(C)(C)(C)OC(=O)N1CC(C1)COC1=C(C=CC=C1)C(F)(F)F 3-((2-(trifluoromethyl)phenoxy)methyl)azetidine-1-carboxylic acid tert-butyl ester